NC1=C2N=CN(C2=NC(=N1)F)[C@H]1C[C@@H]([C@@](O1)(C#C)CO[P@](=O)(OC1=CC=CC=C1)N[C@H](C(=O)OCCCCCCCCCCCCCCCCC)CC1=CC(=CC(=C1)F)F)O Heptadecyl (S)-2-(((S)-(((2R,3S,5R)-5-(6-amino-2-fluoro-9H-purin-9-yl)-2-ethynyl-3-hydroxytetrahydrofuran-2-yl) methoxy)(phenoxy)phosphoryl)amino)-3-(3,5-difluorophenyl)propanoate